O=C1N([C@@H]2CC[C@H](N1C2)C(=O)NN2C(CCC2)=O)OS(=O)(=O)O.[NH+]2=CC=CC=C2 pyridinium (2S,5R)-7-oxo-N-(2-oxopyrrolidin-1-yl)-6-(sulfooxy)-1,6-diazabicyclo-[3.2.1]octane-2-carboxamide